[5-(6-Aminohexyl)-3-methyl-2-oxo-1,3-benzodiazol-1-yl]Piperidine-2,6-dione hydrochloride salt Cl.NCCCCCCC1=CC2=C(N(C(N2C)=O)N2C(CCCC2=O)=O)C=C1